(2,4-dimethoxybenzyl)-2,10-dihydroxy-12-(2-piperidinylethyl)-12,13-dihydro-5H-indolo[2,3-a]pyrrolo[3,4-c]carbazole-5,7(6H)-dione COC1=C(CC2=C(C=CC3=C2NC2=C3C3=C(C=4C5=CC=C(C=C5N(C24)CCN2CCCCC2)O)C(NC3=O)=O)O)C=CC(=C1)OC